N[C@H](C(=O)NC1=C(C=C(C=C1)[C@@H](C(=O)N(CC(F)(F)F)C)C)F)C1CCC(CC1)=C(F)F (S)-2-(4-((S)-2-amino-2-(4-(difluoromethylene)cyclohexyl)acetamido)-3-fluorophenyl)-N-methyl-N-(2,2,2-trifluoroethyl)propanamide